2-[1-[(6-methoxy-4-oxo-3H-quinazolin-2-yl)methyl]indolin-3-yl]ethylammonium chloride [Cl-].COC=1C=C2C(NC(=NC2=CC1)CN1CC(C2=CC=CC=C12)CC[NH3+])=O